2-(5-methyl-1H-imidazol-4-yl)acetic acid CC1=C(N=CN1)CC(=O)O